N-[(2R)-1-(4-aminopiperidin-1-yl)-1-oxopropan-2-yl]-2-chloro-4-[[3-[3-(trifluoromethyl)-1H-pyrazol-4-yl]imidazo[1,2-a]pyrazin-8-yl]amino]benzamide NC1CCN(CC1)C([C@@H](C)NC(C1=C(C=C(C=C1)NC=1C=2N(C=CN1)C(=CN2)C=2C(=NNC2)C(F)(F)F)Cl)=O)=O